1-oxo-4-(2-oxopyrrolidin-1-yl)butan-2-yl acetate C(C)(=O)OC(C=O)CCN1C(CCC1)=O